N,N-diisopropylethylamine trihydrofluoric acid salt F.F.F.C(C)(C)N(C(C)C)CC